3,6-di-tertiary butyl-carbazole C(C)(C)(C)C=1C=CC=2NC3=CC=C(C=C3C2C1)C(C)(C)C